(5-Benzyloxypentyloxy)ethanol C(C1=CC=CC=C1)OCCCCCOC(C)O